C1CC12CN(CC2)CC2=CC1=C(NC(=N1)C1=NC(=CC(=C1)C1=C(C=CC=C1)C1=NN=CN1C)C1CC1)C(=C2)C(F)(F)F 5-((5-Azaspiro[2.4]heptan-5-yl)methyl)-2-(6-cyclopropyl-4-(2-(4-methyl-4H-1,2,4-triazol-3-yl)phenyl)pyridin-2-yl)-7-(trifluoromethyl)-1H-benzo[d]imidazole